BrC1=CC=C(C(=O)C2=C3N=CN(C3=NC=N2)[C@H]2[C@H](OC(C)=O)[C@H](OC(C)=O)[C@H](O2)COC(C)=O)C=C1 6-(4-bromobenzoyl)-9-(2',3',5'-tri-O-acetyl-beta-D-ribofuranosyl)purine